2-phosphonomethylmalate P(=O)(O)(O)CC(C(=O)[O-])(O)CC(=O)[O-]